2-[6-(2,4-Difluoro-3-methyl-phenyl)pyrazolo[3,4-b]pyrazin-1-yl]-N,N-dimethyl-acetamide FC1=C(C=CC(=C1C)F)C1=CN=C2C(=N1)N(N=C2)CC(=O)N(C)C